CN(C)CC1=CC2=C(N(N=C2C=C1)C1=CC=CC=C1)NC(C1=CC(=C(C=C1)C(F)(F)F)C1=NN(C=C1)C)=O N-{5-[(dimethylamino)methyl]-2-phenyl-2H-indazol-3-yl}-3-(1-methyl-1H-pyrazol-3-yl)-4-(trifluoromethyl)benzamide